(R)-4-(3-(2-(1H-Pyrrolo[2,3-b]pyridin-3-yl)thiazol-4-yl)phenyl)-5,6-dihydro-4H-cyclopenta[d]thiazol-4-ol N1C=C(C=2C1=NC=CC2)C=2SC=C(N2)C=2C=C(C=CC2)[C@@]2(CCC1=C2N=CS1)O